C(C)(C)(C)OC(=O)N[C@H](C(=O)N1[C@@H]([C@H]2C([C@H]2C1)(C)C)C(=O)[O-])C(C)(C)C (1R,2S,5S)-3-((S)-2-((tert-Butoxycarbonyl)amino)-3,3-dimethylbutanoyl)-6,6-dimethyl-3-azabicyclo[3.1.0]hexane-2-carboxylate